NCC1=NC=2N(C=C1)N=C(C2C2=CC(=NC(=C2)C)Cl)C2=C(C#N)C=CC=C2 [5-(aminomethyl)-3-(2-chloro-6-methyl-4-pyridinyl)pyrazolo[1,5-a]pyrimidin-2-yl]benzonitrile